BrCCCN1C2=CC=CC=C2SC=2C=CC(=CC12)Cl 10-(3-bromopropyl)-2-chloro-10H-phenothiazine